dimethyl-(dimethoxymethyl)ammonium C[NH+](C(OC)OC)C